5-azidofuran N(=[N+]=[N-])C1=CC=CO1